NC1=NC=CC=C1C1=NC=2C(=NC(=CC2)C2=CC=CC=C2)N1C1=NC=C(C(=O)O)C=C1 6-(2-(2-aminopyridin-3-yl)-5-phenyl-3H-imidazo[4,5-b]pyridin-3-yl)nicotinic acid